C(C1=CC=CC=C1)N1N=C(C=C1OC)COCC1=CC=CC=C1 1-benzyl-3-(benzyloxymethyl)-5-methoxy-pyrazole